(3S)-3-({1-cyclopentyl-5-[2-(1,1-difluoroethyl)phenyl]-1H-pyrazol-3-yl}formamido)-5-[cis-3,4-difluoropyrrolidin-1-yl]pentanoic acid C1(CCCC1)N1N=C(C=C1C1=C(C=CC=C1)C(C)(F)F)C(=O)N[C@H](CC(=O)O)CCN1C[C@H]([C@H](C1)F)F